C(C)(C)(C)OC(=O)N[C@@H](CC(=O)OCC)C=1C=C(C=CC1Cl)C1=C(C=C(C=C1OS(=O)(=O)C(F)(F)F)C)C Ethyl (S)-3-((tert-butoxycarbonyl)amino)-3-(4-chloro-2',4'-dimethyl-6'-(((trifluoromethyl)sulfonyl)oxy)-[1,1'-biphenyl]-3-yl)propanoate